ClC1=CC=C(C=C1)CC(C(=O)N1CCN(CC1)C=1C=NN2C1C=CC(=C2)C=2C=NN(C2)C)O 3-(4-chlorophenyl)-2-hydroxy-1-(4-(6-(1-methyl-1H-pyrazol-4-yl)pyrazolo[1,5-a]pyridin-3-yl)piperazin-1-yl)propan-1-one